1,3-bis-(2,6-diisopropylphenyl)-imidazolium chloride [Cl-].C(C)(C)C1=C(C(=CC=C1)C(C)C)N1C=[N+](C=C1)C1=C(C=CC=C1C(C)C)C(C)C